1-((2r,3r,4r,5r)-3,4-diacetoxy-5-(acetoxymethyl)tetrahydrofuran-2-yl)-3-((tetradecyloxy)carbonyl)pyridin-1-ium C(C)(=O)O[C@H]1[C@@H](O[C@@H]([C@H]1OC(C)=O)COC(C)=O)[N+]1=CC(=CC=C1)C(=O)OCCCCCCCCCCCCCC